(2s,4r)-4-hydroxypyrrolidine-1,2-dicarboxylic acid O1-tert-butyl ester O2-[8-(1-octylnonyloxy)-8-oxo-octyl] ester C(CCCCCCC)C(CCCCCCCC)OC(CCCCCCCOC(=O)[C@H]1N(C[C@@H](C1)O)C(=O)OC(C)(C)C)=O